n-ethyl-1-(2-(trifluoromethyl)-4-(9-((2S,6R)-2,6-dimethylmorpholinyl)pyrido[3,2-e][1,2,4]triazolo[4,3-a]pyrazin-2-yl)phenyl)piperidin-4-amine C(C)NC1CCN(CC1)C1=C(C=C(C=C1)C=1C=CC=2N=CC=3N(C2N1)C(=NN3)N3C[C@@H](O[C@@H](C3)C)C)C(F)(F)F